5,11-dihydrobenzo[6,7]oxepino[3,4-b]pyrazine-10-carbonitrile N1=C2C(=NC=C1)COC1=C(C2)C(=CC=C1)C#N